tert-Butyl 2-chloro-5,7-dihydro-6H-pyrrolo[3,4-b]pyridine-6-carboxylate ClC1=CC=C2C(=N1)CN(C2)C(=O)OC(C)(C)C